potassium 2-methyl-6-((2-(trifluoromethyl)pyridin-3-yl)methoxy)indolizine-3-carboxylate CC=1C=C2C=CC(=CN2C1C(=O)[O-])OCC=1C(=NC=CC1)C(F)(F)F.[K+]